1-(4-(trifluoromethoxy)phenyl)thiourea FC(OC1=CC=C(C=C1)NC(=S)N)(F)F